2-(3,4-dichlorophenyl)-1-ethyl-6-methyl-4-oxo-5-vinyl-pyridine-3-carboxylic acid ClC=1C=C(C=CC1Cl)C=1N(C(=C(C(C1C(=O)O)=O)C=C)C)CC